Methyl 2-(5-oxo-2-(trifluoromethyl)pyrazolo[1,5-a]pyrimidin-4(5H)-yl)acetate O=C1N(C=2N(C=C1)N=C(C2)C(F)(F)F)CC(=O)OC